ClC1=C(C=C(C=C1)OCC(C)C)B(O)O (2-chloro-5-isobutoxy-phenyl)boronic acid